4-(4-bromo-2-methyl-phenyl)sulfonyl-5-methyl-1-(trideuteriomethyl)-2,3-dihydroquinoxaline BrC1=CC(=C(C=C1)S(=O)(=O)N1CCN(C2=CC=CC(=C12)C)C([2H])([2H])[2H])C